C(C)(=O)C1=NN(C2=CC=C(C=C12)B1OC(C(O1)(C)C)(C)C)CC(=O)OCCCC butyl 2-(3-acetyl-5-(4,4,5,5-tetramethyl-1,3,2-dioxaborolan-2-yl)-1H-indazol-1-yl)acetate